C[Si](OC)(OC)CCCNCCN methyl-(N-beta-aminoethyl-gamma-aminopropyl)dimethoxysilane